1-[3,3-Dimethyl-6-(1-phenylethenyl)-1H,2H,3H-pyrrolo[3,2-c]pyridin-1-yl]-2-[(2R,5R)-2-(methoxymethyl)-5-methylpiperazin-1-yl]ethan-1-one, hydrochloride salt Cl.CC1(CN(C2=C1C=NC(=C2)C(=C)C2=CC=CC=C2)C(CN2[C@H](CN[C@@H](C2)C)COC)=O)C